C(C)(C)(C)C1=CC=C(C=C1)P(C1=CC=C(C=C1)C(C)(C)C)C1=CC=C(C=C1)C(C)(C)C tri(p-tert-butylphenyl)phosphine